O=C1N(N=CC2=CC(=CC=C12)S(=O)(=O)C1=CC=CC=C1)CC1=C(C(=O)N)C=CC=C1 2-((1-oxo-6-(phenylsulfonyl)phthalazin-2(1H)-yl)methyl)benzamide